C(C)OC(=O)C=1C=NN(C1)CC=1C(=NC(=CC1)N1CC2CC2C1)CC 1-[(6-{3-Azabicyclo[3.1.0]hex-3-yl}-2-ethylpyridin-3-yl)methyl]-1H-pyrazole-4-carboxylic acid ethyl ester